C(C)N1CC=2C(=NC=CC2C1=O)N[C@@H](C)C1=CC(=C(C=C1)C1=CC=C(C=C1)C(F)(F)F)F (S)-2-ethyl-4-((1-(2-fluoro-4'-(trifluoromethyl)-[1,1'-biphenyl]-4-yl)ethyl)amino)-2,3-dihydro-1H-pyrrolo[3,4-c]pyridin-1-one